tert-butyl (S)-4-(6-((5-bromo-2-methoxypyridin-3-yl)amino)pyridin-3-yl)-3-methylpiperazine-1-carboxylate BrC=1C=C(C(=NC1)OC)NC1=CC=C(C=N1)N1[C@H](CN(CC1)C(=O)OC(C)(C)C)C